2-amino-4-bromo-3,6-difluorobenzoic acid NC1=C(C(=O)O)C(=CC(=C1F)Br)F